FC=1C(=CC2=C(C(NC=3CNC[C@@H](C23)N(C(=O)N2CC3=CC=C(C=C3C2)F)C)=O)C1)F (R)-N-(8,9-difluoro-6-oxo-1,2,3,4,5,6-hexahydrobenzo[c][1,7]naphthyridin-1-yl)-5-fluoro-N-methylisoindoline-2-carboxamide